CN1[C@@H]([C@H](CC1=O)C(=O)NCCCN1CCC2(CCN(CC2)CCCC(=O)O)CC1)C=1C=NC=CC1 4-(9-(3-((2S,3S)-1-Methyl-5-oxo-2-(pyridin-3-yl)pyrrolidine-3-carboxamido)propyl)-3,9-diazaspiro[5.5]undecan-3-yl)butanoic acid